2-((4-((2-aminoethyl)(methyl)amino)-3-((methylsulfonyl)methyl)phenyl)amino)-4-(cyclopropylamino)imidazo[2,1-f][1,2,4]triazine-7-carbonitrile monotrifluoroacetic acid salt FC(C(=O)O)(F)F.NCCN(C1=C(C=C(C=C1)NC1=NN2C(C(=N1)NC1CC1)=NC=C2C#N)CS(=O)(=O)C)C